NC1=C2C(=NC=N1)N(N=C2)[C@H]2[C@@H]([C@@H]([C@@](O2)(F)COP(=O)(OC2=CC=CC1=CC=CC=C21)N[C@@H](C)C(=O)OCC(C)(C)C)O)O neopentyl ((((2S,3S,4R,5R)-5-(4-amino-1H-pyrazolo[3,4-d]pyrimidin-1-yl)-2-fluoro-3,4-dihydroxytetrahydrofuran-2-yl)methoxy)(naphthalen-1-yloxy)phosphoryl)-L-alaninate